C(C)(C)=NOCCO 2-[(isopropylideneamino)-oxy]-ethanol